C(C1=CC=CC=C1)OC1=C(C=C2C3=C(C=C(C(=C3)C)OCC3=CC=CC=C3)C3(CCCC3)OC2=C1)C 3,8-bis(benzyloxy)-2,9-dimethyl-spiro[benzo[c]chromene-6,1'-cyclopentane]